C1(CC1)C(=O)NC1=CC(=C2C(=N1)NC=C2)C=2C(CN(CC2)C(C(C(=O)OC)C)=O)C methyl 3-(4-(6-(cyclopropanecarboxamido)-1H-pyrrolo[2,3-b]pyridin-4-yl)-3-methyl-3,6-dihydropyridin-1(2H)-yl)-2-methyl-3-oxopropanoate